tert-butyl 3-((di-tert-butoxyphosphoryl)oxy)-4-formylbenzoate C(C)(C)(C)OP(=O)(OC(C)(C)C)OC=1C=C(C(=O)OC(C)(C)C)C=CC1C=O